(3S)-3-amino-1-methyl-1H,2H,3H,4H-pyrido[3,4-b][1,4]oxazepin-2-one hydrochloride Cl.N[C@@H]1C(N(C2=C(OC1)C=NC=C2)C)=O